1-(3-fluorophenyl)-2-nitroethylene FC=1C=C(C=CC1)C=C[N+](=O)[O-]